(6-chloro-1-methyl-4-(methylthio)pyrido[3,4-d]pyrimidin-1-ium-2-yl)methane iodide [I-].ClC1=CC2=C([N+](=C(N=C2SC)C)C)C=N1